3-((1R,2R,3S,4R,Z)-5-(cyclopropylmethylene)-3-(((1-methylcyclobutyl)methyl)aminocarbonyl)bicyclo[2.2.1]hept-2-yl)-6'-fluoro-4-methoxy-[1,1'-biphenyl]-3,3'-dicarboxamide C1(CC1)\C=C\1/[C@H]2[C@@H]([C@@H]([C@@H](C1)C2)C2(CC(=CC=C2OC)C2=CC(=CC=C2F)C(=O)N)C(=O)N)C(=O)NCC2(CCC2)C